tin isopropanol C(C)(C)O.[Sn]